C(C)N(C(=O)C1=CC=C(C=C1)N\C(=C\1/C(NC2=CC(=C(C=C12)C)C(=O)OC)=O)\C1=CC=CC=C1)OCCN1CCNCC1 (Z)-Methyl 3-(((4-(ethyl(2-(piperazin-1-yl)ethoxy)carbamoyl)phenyl)amino)(phenyl)methylene)-5-methyl-2-oxoindoline-6-carboxylate